4-phenyl-pyrrolidine-3-carboxamide C1(=CC=CC=C1)C1C(CNC1)C(=O)N